COC1CCC(CC1)C(=O)OC (1s,4s)-Methyl 4-methoxycyclohexanecarboxylate